tert-butyl 4-(2-(4-chloro-2-fluorophenyl)-2-methyl-3-oxo-2,3-dihydrobenzofuran-7-yl)-3,6-dihydropyridine-1(2H)-carboxylate ClC1=CC(=C(C=C1)C1(OC2=C(C1=O)C=CC=C2C=2CCN(CC2)C(=O)OC(C)(C)C)C)F